Piperazine ferulate salt C(\C=C\C1=CC(OC)=C(O)C=C1)(=O)O.N1CCNCC1